C(C)(C)(C)[S@@](=O)N[C@@H]1C2=C(OC13CCN(CC3)C(=O)OC(C)(C)C)C=CC=C2 tert-Butyl (R)-3-(((R)-tert-butylsulfinyl)amino)-3H-spiro[benzofuran-2,4'-piperidine]-1'-carboxylate